4-[(2S)-2-amino-3-(1,3-dioxo-2,3-dihydro-1H-isoindol-2-yl)propyl]-2-fluorobenzamide N[C@@H](CC1=CC(=C(C(=O)N)C=C1)F)CN1C(C2=CC=CC=C2C1=O)=O